(3S,6R,7S)-3,7,11-trimethyl-3,6-epoxy-1,10-dodecadien-7-ol C[C@@]1(C=C)CC[C@H]([C@](CCC=C(C)C)(O)C)O1